NC=1N=CC(=NC1OCC1=C(C(=CC=C1F)F)Cl)C=1C=C(C=CC1)C(=O)N1CCN(CC1)C {3-[5-amino-6-(2-chloro-3,6-difluoro-benzyloxy)-pyrazin-2-yl]-phenyl}-(4-methyl-piperazin-1-yl)-methanone